tert-butyl (1S,5R)-3-[3-[3-[(4-methoxyphenyl)methyl]-2,4-dioxo-hexahydropyrimidin-1-yl]imidazo[1,2-a]pyridin-7-yl]-3,8-diazabicyclo[3.2.1]octane-8-carboxylate COC1=CC=C(C=C1)CN1C(N(CCC1=O)C1=CN=C2N1C=CC(=C2)N2C[C@@H]1CC[C@H](C2)N1C(=O)OC(C)(C)C)=O